C(CCC(=O)OCC(C#N)C#N)(=O)OCC(C#N)C#N Bis(2,2-dicyanoethyl) succinate